IC=1C2=C(N(N1)CC1=CC=C(C=C1)OC)CCC2 3-iodo-1-(4-methoxy-benzyl)-1,4,5,6-tetra-hydrocyclopenta[c]-pyrazole